[C-]#N.[Na+].[Fe+2].[C-]#N.[C-]#N iron sodium cyanide